3-(2-(dimethylamino) ethyl)-1H-indol-6-yl propionate C(CC)(=O)OC1=CC=C2C(=CNC2=C1)CCN(C)C